C[C@@H]1O[C@@H](CN(C1)C1=CC=CC(=N1)C1=NC2=CC(=NC=C2C=C1)CC(=O)NC1=CC(=CC=C1)S(=O)(=O)C(F)(F)F)C 2-(2-(6-((cis)-2,6-dimethylmorpholino)pyridin-2-yl)-1,6-naphthyridin-7-yl)-N-(3-((trifluoromethyl)sulfonyl)phenyl)acetamide